ClC1=C(C(=C(C=C1OC)OC)Cl)C=1C=C2C=NC(=NC2=CC1)N[C@@H]1C[C@H](C[C@H]1O)C(=O)OC |&1:25| racemic-methyl (3R,4R)-3-((6-(2,6-dichloro-3,5-dimethoxyphenyl)-quinazolin-2-yl) amino)-4-hydroxycyclopentane-1-carboxylate